O[C@H]1[C@H](O)[C@@H](O)[C@H](O)CO1 β-D-Xylopyranose